(S)-N-(4-bromobenzyl)-4-(2-(3-fluoro-4-(trifluoromethyl)phenyl)-2H-pyrazolo[3,4-d]pyrimidin-4-yl)piperazine-2-carboxamide BrC1=CC=C(CNC(=O)[C@H]2NCCN(C2)C=2C=3C(N=CN2)=NN(C3)C3=CC(=C(C=C3)C(F)(F)F)F)C=C1